C1CCC12OCCC(C2)NC2=NC1=C3C(C(NCCN23)=O)=CC(=C1)F 1-((5-oxaspiro[3.5]nonan-8-yl)amino)-4-fluoro-8,9-dihydro-2,7,9a-triazabenzo[cd]azulen-6(7H)-one